NCC(=O)N1C(C=2N(CC1)C(=C(N2)C2=CC=C(C=C2)Cl)NC2=CC=C(C=C2)F)(C)C 2-amino-1-(2-(4-chlorophenyl)-3-((4-fluorophenyl)amino)-8,8-dimethyl-5,6-dihydroimidazo[1,2-a]pyrazin-7(8H)-yl)ethan-1-one